N[N+]1=CC(=C(C=C1)C(=O)OC)C1=C(C=CC=C1)OC 1-amino-4-(methoxycarbonyl)-3-(2-methoxyphenyl)pyridin-1-ium